O1C(=CC2=C1C=CC=C2)CN2CCN(CC2)CC2=CC=C(C#N)C=C2 4-((4-(benzofuran-2-ylmethyl)piperazin-1-yl)methyl)benzonitrile